BrC=1C=C(C(=NC1)C(=O)OC)F methyl 5-bromo-3-fluoro-pyridine-2-carboxylate